ClC1=C(CN2C(NCC2)=O)C=CC(=C1O)O 3-(2-chloro-3,4-dihydroxybenzyl)-2-oxoimidazolidine